N-(pyridin-2-yl)pyridin-2-thioamide N1=C(C=CC=C1)NC(=S)C1=NC=CC=C1